SC(C(=N)N)CC mercaptobutyramidine